2-(3-cyanophenyl)-3-[2-(difluoromethyl)-6-methyl-4-pyridinyl]-N-(2-hydroxy-2-methyl-propyl)pyrazolo[1,5-a]pyrimidine-5-carboxamide C(#N)C=1C=C(C=CC1)C1=NN2C(N=C(C=C2)C(=O)NCC(C)(C)O)=C1C1=CC(=NC(=C1)C)C(F)F